C(C)(=O)N1CC(C1)OC=1C=C2CCN(C(C2=CC1)=O)C[C@@H](CN1CC2=CC=CC=C2CC1)O 6-(1-Acetylazetidin-3-yl)oxy-2-[(2R)-3-(3,4-dihydro-1H-isochinolin-2-yl)-2-hydroxypropyl]-3,4-dihydroisochinolin-1-on